N-butyltrimethylammonium bromide [Br-].C(CCC)[N+](C)(C)C